[N+](=O)([O-])C1(CC2(C1)CCC1(OCCO1)CC2)CCC(=O)OCC ethyl 3-(2-nitro-8,11-dioxadispiro[3.2.47.24]tridecan-2-yl)propanoate